Hydroxy-5a-pregnane C[C@]12CCCC[C@@H]1CC[C@@H]3[C@@H]2CC[C@]4([C@H]3CC[C@@H]4CCO)C